C1(CC1)C1=NC=2N(C=C1)N=CC2C(=O)NC2=CC(=CC=C2)C=2N(C=CN2)C 5-cyclopropyl-N-(3-(1-methyl-1H-imidazol-2-yl)phenyl)pyrazolo[1,5-a]pyrimidine-3-carboxamide